C(C)(C)(C)OC(=O)N[C@@H]1CN(C[C@H]1F)C1=NC(=C2N=CN(C2=N1)C)NC=1C(=NN(C1)CCCN1CCN(CC1)C(=O)OCC[Si](C)(C)C)OC 2-trimethylsilylethyl 4-[3-[4-[[2-[(3R,4R)-3-(tert-butoxy carbonylamino)-4-fluoro-pyrrolidin-1-yl]-9-methyl-purin-6-yl]amino]-3-methoxy-pyrazol-1-yl]propyl]piperazine-1-carboxylate